tert-butyl (S)-2-(5-(4-chlorophenyl)-6-methyl-2-oxo-2,3-dihydro-1H-thieno[2,3-e][1,4]diazepin-3-yl)acetate ClC1=CC=C(C=C1)C=1C2=C(NC([C@@H](N1)CC(=O)OC(C)(C)C)=O)SC=C2C